(2S,3R,4S,5R)-3,4-dihydroxy-5-((((S)-(((S)-1-isopropoxy-1-oxopropan-2-yl)amino)(phenoxy)phosphoryl)oxy)methyl)tetrahydrofuran-2-yl nicotinate C(C1=CN=CC=C1)(=O)O[C@@H]1O[C@@H]([C@H]([C@H]1O)O)CO[P@](=O)(OC1=CC=CC=C1)N[C@H](C(=O)OC(C)C)C